pentafluoro[1,2,2,2-tetrafluoro-1-(trifluoromethoxy)ethoxy]ethane FC(C(OC(C(F)(F)F)(OC(F)(F)F)F)(F)F)(F)F